N-{2-[cyclohexyl(methyl)amino]ethyl}-N-methyl-2-(1-phenyl-1H-pyrazol-4-yl)-1,3-thiazole-4-carboxamide C1(CCCCC1)N(CCN(C(=O)C=1N=C(SC1)C=1C=NN(C1)C1=CC=CC=C1)C)C